C1(CC1)C=1C(=C2C=CN(C2=C(C1)C)C(=O)OC(C)(C)C)O[C@H]1[C@@H](CC2(OCCO2)CC1)C1=CC=C(C=C1)C(=O)OC |r| racemic-tert-butyl 5-cyclopropyl-4-(((7S*,8R*)-7-(4-(methoxycarbonyl)phenyl)-1,4-dioxaspiro[4.5]decan-8-yl)oxy)-7-methyl-1H-indole-1-carboxylate